N-methyl-5-piperazin-1-yl-6-(trifluoromethyl)pyridine-2-carboxamide 2HCl Cl.Cl.CNC(=O)C1=NC(=C(C=C1)N1CCNCC1)C(F)(F)F